ClC1=C(C(=O)N2N=C(C=C2O)C(=O)OC)C(=CC=C1)F methyl 1-(2-chloro-6-fluorobenzoyl)-5-hydroxy-1H-pyrazole-3-carboxylate